7-(((benzyloxy)carbonyl)amino)-2-(3-bromophenyl)-2,6,6-trimethylheptanoic acid C(C1=CC=CC=C1)OC(=O)NCC(CCCC(C(=O)O)(C)C1=CC(=CC=C1)Br)(C)C